N-Acetyl-L-norleucyl-L-α-aspartyl-L-histidyl-D-phenylalanyl-L-arginyl-L-tryptophyl-L-lysinamide C(C)(=O)N[C@@H](CCCC)C(=O)N[C@@H](CC(O)=O)C(=O)N[C@@H](CC1=CNC=N1)C(=O)N[C@H](CC1=CC=CC=C1)C(=O)N[C@@H](CCCNC(N)=N)C(=O)N[C@@H](CC1=CNC2=CC=CC=C12)C(=O)N[C@@H](CCCCN)C(=O)N